2-bromo-1,3-oxazole BrC=1OC=CN1